(Z)-1-thiocyano-1-cyano-2-aminopropylene S(C#N)\C(=C(\C)/N)\C#N